C(#N)C=1C=C(C=C(C1)C(NC(C)C)=O)NC1=C(C=C(C(=O)N=C2NCCN2)C=C1)C1CC1 4-({3-cyano-5-[(propan-2-yl)carbamoyl]phenyl}amino)-3-cyclopropyl-N-[imidazolidin-2-ylidene]benzamide